ClC=1C=C(C=CC1Cl)C=1N(C(=C(C(C1C(=O)OC)=O)I)CI)CC methyl 2-(3,4-dichlorophenyl)-1-ethyl-5-iodo-6-(iodomethyl)-4-oxo-pyridine-3-carboxylate